diDioxane hydrochloride Cl.O1CCOCC1.O1CCOCC1